2-[[3-(1-tert-butoxycarbonyl-3,6-dihydro-2H-pyridin-4-yl)-6-chloro-4-quinolyl]amino]-5-chloro-benzoic acid C(C)(C)(C)OC(=O)N1CCC(=CC1)C=1C=NC2=CC=C(C=C2C1NC1=C(C(=O)O)C=C(C=C1)Cl)Cl